4-chloro-2-(methylthio)pyrimidine-5-carboxylate ClC1=NC(=NC=C1C(=O)[O-])SC